benzyleneglycine ethyl ester C(C)OC(CN=CC1=CC=CC=C1)=O